CC(CC)(N)N 1-methyl-propanediamine